C(#N)CNC(=O)C1=NC2=C(C=CC=N2)N1 N-cyanomethylimidazopyridine-2-carboxamide